N-Boc-hydroxylamine C(=O)(OC(C)(C)C)NO